ClC1=CC(=C(C=C1C)O)C1=C(C=CC(=C1)OC1CC1)F 4-chloro-2-(5-cyclopropyl-oxy-2-fluorophenyl)-5-methylphenol